[Cl-].[Cl-].C(C)(C)(C)[Cr+2](C(C)(C)C)C(C)(C)C tri-tert-butylchromium dichloride